C1(C=CC(N1CC1(CCCCC1)C(=O)O)=O)=O (Maleimidomethyl)cyclohexanecarboxylic Acid